OC1=C(C(=C(C=C1)C1=CC(=CC=C1)C(=O)O)O)C(=O)O dihydroxy-[1,1'-biphenyl]-3,3'-dicarboxylic acid